(3S)-7-(3-chloro-2-fluoro-6-(1H-tetrazol-1-yl)phenyl)-3-(4-(3-fluoro-2-(hydroxymethyl-d2)pyridin-4-yl)-1H-imidazol-2-yl)-2,3,8,8a-tetrahydroindolizin-5(1H)-one ClC=1C(=C(C(=CC1)N1N=NN=C1)C1=CC(N2[C@@H](CCC2C1)C=1NC=C(N1)C1=C(C(=NC=C1)C([2H])([2H])O)F)=O)F